N-(2,2-dimethoxyethyl)-N-methylcyclohexanecarboximidamide COC(CN(C(=N)C1CCCCC1)C)OC